NCC1=CC(N(C=C1)C)=O 4-(aminomethyl)-1-methyl-1,2-dihydropyridin-2-one